copper-calcium [Ca].[Cu]